FC(C1=NC(=NO1)C1=CC2=C(CN(CC2)C(=O)OC(C)(C)C)S1)(F)F tert-butyl 2-(5-(trifluoromethyl)-1,2,4-oxadiazol-3-yl)-4,7-dihydrothieno[2,3-c]pyridine-6(5H)-carboxylate